FC(C1=C(C=CC=C1)S(=O)(=O)[O-])(F)F.C(C)(C)(C)C1=CC=C(C=C1)[I+]C1=CC=C(C=C1)C(C)(C)C bis(4-t-butylphenyl)iodonium 2-trifluoromethylbenzenesulfonate